Cl[Si](CCC1=NC=CC=C1)(Cl)Cl 2-(2-(trichlorosilyl)ethyl)pyridine